FC=1C(=NC=CC1[Sn](CCCC)(CCCC)CCCC)NC(=O)C1(CC1)C N-(3-fluoro-4-tributylstannyl-2-pyridyl)-1-methyl-cyclopropanecarboxamide